N[C@H](C(=O)N[C@H](C(=O)N)C[C@H]1C(NCCC1)=O)CC(C)(C)C (2S)-2-amino-N-[(1S)-2-amino-2-oxo-1-[[(3S)-2-oxo-3-piperidyl]methyl]ethyl]-4,4-dimethyl-pentanamide